4-(1-((3,3-difluoro-1-methylcyclobutyl)methyl)-3-(1,2-difluorocyclopropyl)-4-(trifluoromethyl)-1H-pyrazole-5-carboxamido)-2-(S-methylsulfonimidoyl)pyridine 1-oxide FC1(CC(C1)(C)CN1N=C(C(=C1C(=O)NC1=CC(=[N+](C=C1)[O-])S(=O)(=N)C)C(F)(F)F)C1(C(C1)F)F)F